n-tetracosyl nonyl ether C(CCCCCCCC)OCCCCCCCCCCCCCCCCCCCCCCCC